3-(7-methyl-6-nitroquinolin-4-yl)prop-2-yne CC1=C(C=C2C(=CC=NC2=C1)C#CC)[N+](=O)[O-]